Fmoc-β-cyclobutyl-L-alanine C(=O)(OCC1C2=CC=CC=C2C2=CC=CC=C12)N[C@@H](CC1CCC1)C(=O)O